C(C)C1=NC(=CC=C1N1CC(OCC1)CC(=O)O)C=1N=NN(C1CN1C(C=CC(=C1)CCC)=O)C 2-(4-(2-ethyl-6-(1-methyl-5-((2-oxo-5-propylpyridin-1(2H)-yl)methyl)-1H-1,2,3-triazol-4-yl)pyridin-3-yl)morpholin-2-yl)acetic acid